1-(3-ethoxy-4-(4,4,5,5-tetramethyl-1,3,2-dioxaborolan-2-yl)phenyl)-1-(3-(trifluoromethyl)phenyl)ethanol C(C)OC=1C=C(C=CC1B1OC(C(O1)(C)C)(C)C)C(C)(O)C1=CC(=CC=C1)C(F)(F)F